5-bromo-4-[4-(trifluoromethyl)phenyl]-1,3-oxazole BrC1=C(N=CO1)C1=CC=C(C=C1)C(F)(F)F